CC1=C(CN)C=CC=C1C 2,3-dimethylbenzylamine